4-(4-((1R,5S)-3-oxa-7,9-diazabicyclo[3.3.1]nonan-9-yl)-8-fluoro-2-(((2R,7aS)-2-fluorotetrahydro-1H-pyrrolizin-7a(5H)-yl)methoxy)quinazolin-7-yl)-5-ethyl-6-fluoronaphthalen-2-ol [C@H]12COC[C@H](CNC1)N2C2=NC(=NC1=C(C(=CC=C21)C2=CC(=CC1=CC=C(C(=C21)CC)F)O)F)OC[C@]21CCCN1C[C@@H](C2)F